FC1=CC=2C(=NNN2)C=C1F 5,6-difluoro-2H-benzo[d][1,2,3]triazole